C(C)(C)(C)C1=NC=C(C(=N1)Cl)C(=O)NS(=O)(=O)C1=CC=CC(=N1)NCCC[C@H]1CC(N(C1)C(=O)OC(C)(C)C)(C)C tert-butyl (4S)-4-[3-[[6-[(2-tert-butyl-4-chloro-pyrimidine-5-carbonyl)sulfamoyl]-2-pyridyl]amino]propyl]-2,2-dimethyl-pyrrolidine-1-carboxylate